[(phenyldimethylfluorenyl)dibenzofuranyl]benzene C1(=CC=CC=C1)C1=C(C(=C(C=2CC3=CC=CC=C3C12)C1=C(C2=C(OC3=C2C=CC=C3)C=C1)C1=CC=CC=C1)C)C